OC1(CC(C1)NC=1C(N(C(=NN1)C1=C(C=C(C=C1)C(F)(F)F)OC)C)=O)C 6-(((1S,3S)-3-hydroxy-3-methylcyclobutyl)amino)-3-(2-methoxy-4-(trifluoromethyl)phenyl)-4-methyl-1,2,4-triazin-5(4H)-one